NC=1C=C(C=CC1)NC1C(NC(CC1)=O)=O 3-((3-AMINOPHENYL)AMINO)PIPERIDIN-2,6-DION